C(CCCCCCCCCCCCCCCCC)OC(C)O octadecyloxyethan-1-ol